CC=1C(=NC=CN1)C(=O)N (3-Methylpyrazin-2-yl)carboxamide